5-fluoro-1,3-dimethyl-3-(((trifluoromethyl)thio)methyl)indolin-2-one FC=1C=C2C(C(N(C2=CC1)C)=O)(CSC(F)(F)F)C